2,6-dimethylmorpholine-2,3,3,5,5,6-d6 CC1(C(NC(C(O1)([2H])C)([2H])[2H])([2H])[2H])[2H]